4-hydroxytetracyclo[6.2.1.13,6.02,7]dodec-9-ene OC1C2C3C4C=CC(C3C(C1)C2)C4